1-azabicyclo[2.2.2]oct-3-yl [4-(4-fluorophenyl)-2-methylbut-3-yn-2-yl]carbamate FC1=CC=C(C=C1)C#CC(C)(C)NC(OC1CN2CCC1CC2)=O